Cl.Cl.C([C@@H](C(=O)O)N)SSC[C@@H](C(=O)O)N L-cystine dihydrochloride salt